N-(3-chloro-5-(methylsulfonyl)phenyl)-5-(5-(1,1-difluoro-5-azaspiro[2.4]hept-5-yl)pyrimidin-2-yl)-1-methyl-1H-pyrrole-3-carboxamide ClC=1C=C(C=C(C1)S(=O)(=O)C)NC(=O)C1=CN(C(=C1)C1=NC=C(C=N1)N1CC2(CC2(F)F)CC1)C